ClC1=NC=CC(=C1)OC1=C(N=C(S1)N)C1=NC(=CC=C1)C 5-(2-chloropyridin-4-yloxy)-4-(6-methylpyridin-2-yl)thiazol-2-amine